C(C)N(C1=CC=C(C=N1)[C@H](C)N(C1=CC=C(C=N1)C=1C=2N(C=C(C1)OCC(C)(C)O)N=CC2C#N)C)CC (S)-4-(6-((1-(6-(diethylamino)pyridin-3-yl)ethyl)(methyl)amino)pyridin-3-yl)-6-(2-hydroxy-2-methylpropoxy)pyrazolo[1,5-a]pyridine-3-carbonitrile